[Br-].C(C)[N+](CCO)(CC)CC triethyl-(2-hydroxyethyl)ammonium bromide